(R)-N-(5-((6-(3-(3',5-difluoro-[1,1'-biphenyl]-3-yl)isoxazolidin-2-yl)pyrimidin-4-yl)amino)-4-methoxy-2-(4-methylpiperazin-1-yl)phenyl)acrylamide FC=1C=C(C=CC1)C1=CC(=CC(=C1)F)[C@@H]1N(OCC1)C1=CC(=NC=N1)NC=1C(=CC(=C(C1)NC(C=C)=O)N1CCN(CC1)C)OC